6-(1-(3-(1H-1,2,3-triazol-1-yl)propanoyl)-1,2,5,6-tetrahydropyridin-3-yl)-7-fluoro-N,N-dimethyl-4-(4-(piperazin-1-yl)-2-(trifluoromethoxy)phenyl)-1H-indole-2-carboxamide N1(N=NC=C1)CCC(=O)N1CC(=CCC1)C1=CC(=C2C=C(NC2=C1F)C(=O)N(C)C)C1=C(C=C(C=C1)N1CCNCC1)OC(F)(F)F